5-aminovaleric acid benzyl ester C(C1=CC=CC=C1)OC(CCCCN)=O